4-(1,3-benzoxazol-5-yl)-N-[(pyridin-4-yl)methyl]benzene-1-sulfonamide O1C=NC2=C1C=CC(=C2)C2=CC=C(C=C2)S(=O)(=O)NCC2=CC=NC=C2